1-[(7R)-7-ethyl-7-hydroxy-5H,6H-cyclopenta[b]pyridin-2-yl]-6-(methylsulfanyl)-2-(prop-2-en-1-yl)pyrazolo[3,4-d]pyrimidin-3-one C(C)[C@]1(CCC=2C1=NC(=CC2)N2N(C(C=1C2=NC(=NC1)SC)=O)CC=C)O